C(C)OC(=O)C1=C(N=C(S1)NC1=NC(=CC(=N1)CC(=O)N1CCC(CC1)C(=O)OCC)NCC1=CC=C(C=C1)S(N)(=O)=O)C 2-[[4-[2-(4-Ethoxycarbonyl-piperidin-1-yl)-2-oxo-ethyl]-6-(4-sulfamoyl-benzylamino)-2-pyrimidinyl]amino]-4-methyl-5-thiazolecarboxylic acid ethyl ester